(R)-3,4-dioxo-1-phenyl-4-((pyridin-2-ylmethyl)amino)butan O=C(CCC1=CC=CC=C1)C(NCC1=NC=CC=C1)=O